COC=1C=C(C(=O)O)C=C(C1[N+](=O)[O-])OC 3,5-dimethoxy-4-nitro-benzoic acid